5-(bromomethyl)-1,3-benzoxazole BrCC=1C=CC2=C(N=CO2)C1